N-(3-(7-fluoro-5-oxo-1-thioxo-1,2-dihydro-[1,2,4]triazolo[4,3-a]quinazolin-4(5H)-yl)propyl)cyclopentanecarboxamide FC=1C=C2C(N(C=3N(C2=CC1)C(NN3)=S)CCCNC(=O)C3CCCC3)=O